3-(1-Oxo-5-(2,6-diazaspiro[3.3]heptan-2-yl)isoindolin-2-yl)piperidine-2,6-dione O=C1N(CC2=CC(=CC=C12)N1CC2(C1)CNC2)C2C(NC(CC2)=O)=O